8-fluoro-2-((hexahydro-1H-pyrrolizin-7a-yl)methoxy)-7-(8-(((tetrahydro-2H-pyran-2-yl)oxy)methyl)naphthalen-1-yl)-4-(2,2,2-trifluoroethoxy)pyrido[4,3-d]pyrimidine FC1=C(N=CC2=C1N=C(N=C2OCC(F)(F)F)OCC21CCCN1CCC2)C2=CC=CC1=CC=CC(=C21)COC2OCCCC2